(S)-3-hydroxy-3-naphthylpropionic acid methyl ester COC(C[C@@H](C1=CC=CC2=CC=CC=C12)O)=O